C(C)(C)(C)C1=CC=C(OP(=O)(OC2=C(C(=C(C(=C2F)F)F)F)F)N[C@@H](C)C(=O)OC2CC(C2)(C)C)C=C1 3,3-dimethylcyclobutyl ((4-(tert-butyl)phenoxy) (perfluorophenoxy)phosphoryl)-L-alaninate